OC(CNCCOC1=C(C=CC=C1)OC)C=1C=CC(=C(C1)S(=O)(=O)N)C 5-[1-hydroxy-2-[2-(2-methoxyphenoxy)ethylamino]ethyl]-2-methylbenzenesulfonamide